FC(C1=CC=C(C=C1)NC(=O)N1[C@@H](CCC1)C=1SC=C(N1)C1=CC=CC=C1)(F)F (S)-N-(4-(trifluoromethyl)phenyl)-2-(4-phenylthiazol-2-yl)pyrrolidine-1-carboxamide